2-tert-butyl-1,4-dicyanooxybenzene C(C)(C)(C)C1=C(C=CC(=C1)OC#N)OC#N